Cl.C(C1=CC=CC=C1)OC(=O)C1CC12C(CNCC2)(F)F 4,4-difluoro-6-azaspiro[2.5]octane-1-carboxylic acid benzyl ester hydrochloride